O=C(OCC1=CC=CC=C1)NCCOCCOCCNC(CCC(NCCOCCOCCNC(CCC(=O)OC(C)(C)C)=O)=O)=O Tert-butyl 3,14,17,28-tetraoxo-1-phenyl-2,7,10,21,24-pentaoxa-4,13,18,27-tetraazahentriacontan-31-oate